(R)-N-(5-(1-methyl-1H-pyrazol-4-yl)-4-(4-methylpiperazin-1-yl)-2-(2,2,2-trifluoroethoxy)phenyl)-6-(3-phenylisooxazolidin-2-yl)pyrimidin-4-amine CN1N=CC(=C1)C=1C(=CC(=C(C1)NC1=NC=NC(=C1)N1OCC[C@@H]1C1=CC=CC=C1)OCC(F)(F)F)N1CCN(CC1)C